O=C1NC(CCC1N1C(C2=CC=CC(=C2C1=O)SCCCCCN1CCC(CC1)C1=CC=C(C(=O)N2CCC(CC2)CCCCNC(\C=C\C=2C=NC=CC2)=O)C=C1)=O)=O (E)-N-(4-(1-(4-(1-(5-((2-(2,6-dioxopiperidin-3-yl)-1,3-dioxoisoindolin-4-yl)thio)pentyl)piperidin-4-yl)benzoyl)piperidin-4-yl)butyl)-3-(pyridin-3-yl)acrylamide